3-Methoxy-6-(5-phenylpent-1-yn-1-yl)pyridinealdoxime COC=1C(=NC(=CC1)C#CCCCC1=CC=CC=C1)C=NO